2-methylcyclopentanamine CC1C(CCC1)N